CN(C1=C(C=CC=C1)C1=NC(=NO1)C1=CC2=C(N(N=N2)C(C)C)C=C1)C N,N-dimethyl-2-{3-[1-(propan-2-yl)-1H-1,2,3-benzotriazol-5-yl]-1,2,4-oxadiazol-5-yl}aniline